C(CCC)N1[SiH2]N[SiH2]N[SiH2]N[SiH2]1 butylcyclotetrasilazane